BrC1=CC=2N=C(N=C(C2N=C1)N1C[C@H]2CC[C@@H](C1)N2C(=O)OC(C)(C)C)OCC21CCCN1CCC2 tert-Butyl (1R,5S)-3-(7-bromo-2-((tetrahydro-1H-pyrrolizin-7a(5H)-yl)methoxy)pyrido[3,2-d]pyrimidin-4-yl)-3,8-diazabicyclo[3.2.1]octane-8-carboxylate